CON(C(=O)C1=CC2=C(C=C(C=3N(C=NC32)C)OC)S1)C N,4-dimethoxy-N,3-dimethyl-3H-thieno[3',2':3,4]benzo[1,2-d]imidazole-7-carboxamide